R-(+)-3-pyrrolidinol CCCCN1CCCC1